CN1C=2C(=NC=NC2NC(C1)=O)C1=CC(=CS1)C(=O)O 5-(5-methyl-7-oxo-5,6,7,8-tetrahydropteridin-4-yl)thiophene-3-carboxylic acid